[Cl-].C(CCCCCCCCC)[N+](CCC[Si](OCC)(OCC)OCC)(C)C decyl-dimethyl-(3-triethoxysilylpropyl)azanium chloride